1-(1-acetylindolin-5-yl)-3-(4-(2-fluorophenyl)piperazin-1-yl)propan-1-one C(C)(=O)N1CCC2=CC(=CC=C12)C(CCN1CCN(CC1)C1=C(C=CC=C1)F)=O